NCCNC1=NC=2CCCCC2C(N1)=O 2-(2-aminoethylamino)-5,6,7,8-tetrahydro-3H-quinazolin-4-one